FC1=C(C(=O)O)C(=CC=C1)C1=NC=CC=N1 2-fluoro-6-(pyrimidin-2-yl)benzoic acid